ClC1=C(N=CN1C)C[C@H](CO)NCCCOC=1C(=C(C=CC1)C1=C(C(=CC=C1)OCCCN1C[C@@H](CC1)O)C)C (R)-1-(3-((3'-(3-(((R)-1-(5-chloro-1-methyl-1H-imidazol-4-yl)-3-hydroxypropan-2-yl)amino)propoxy)-2,2'-dimethyl-[1,1'-biphenyl]-3-yl)oxy)propyl)pyrrolidin-3-ol